CS(=O)(=O)COC1=CC=C(C=C1)NC=1N=CC2=C(N1)CN(CC2)C2=C(C1=C(OCCN1)N=C2)C N-[4-(methanesulfonylmethoxy)phenyl]-7-{8-methyl-1H,2H,3H-pyrido[2,3-b][1,4]oxazin-7-yl}-5H,6H,7H,8H-pyrido[3,4-d]pyrimidin-2-amine